1-(2-(3,8-diazabicyclo[3.2.1]octan-8-yl)-7,8-dihydro-1,6-naphthyridin-6(5H)-yl)-3,3-dimethylbutan-1-one C12CNCC(CC1)N2C2=NC=1CCN(CC1C=C2)C(CC(C)(C)C)=O